S-Methyl 1,2,3-benzothiadiazolecarbothioate S1N=NC=2C1=CC=CC2C(SC)=O